C(C)OC1=C(C=CC=C1)C=1C=C2CC(C(C2=CC1)NC(O[C@@H]1CN2CCC1CC2)=O)(C)C (S)-quinuclidin-3-yl (5-(2-ethoxyphenyl)-2,2-dimethyl-2,3-dihydro-1H-inden-1-yl)carbamate